((S)-2-cyano-1-(4-(ethylsulfonyl)phenyl)ethyl)-2-((2S,4S)-2-((difluoromethoxy)methyl)-4-(4-(trifluoromethyl)phenoxy)pyrrolidin-1-yl)oxazole-5-carboxamide C(#N)C[C@@H](C1=CC=C(C=C1)S(=O)(=O)CC)C=1N=C(OC1C(=O)N)N1[C@@H](C[C@@H](C1)OC1=CC=C(C=C1)C(F)(F)F)COC(F)F